3-(Benzo[1,3]dioxolan-5-yl)-1-(1-(6-chloro-1-(pyridin-3-yl)-1H-indazole-3-yl)ethyl)-1H-pyrazolo[3,4-d]pyrimidin-4-amine O1COC2=C1C=CC(=C2)C2=NN(C1=NC=NC(=C12)N)C(C)C1=NN(C2=CC(=CC=C12)Cl)C=1C=NC=CC1